C(#N)C1=CN=C2N1N=C(C=C2)C2=C(N=CN2CC(F)F)C=2C=C(C=CC2)NS(=O)(=O)C N-(3-(5-(3-cyanoimidazo[1,2-b]pyridazin-6-yl)-1-(2,2-difluoroethyl)-1H-imidazol-4-yl)phenyl)methanesulfonamide